ClC=1C=C(C(=C2C(N(CC12)C1C(NC(CC1)=O)=O)=O)F)CNC(OCC1=NN2C(CN(CC2)CC(F)(F)F)=C1)=O (5-(2,2,2-trifluoroethyl)-4,5,6,7-tetrahydropyrazolo[1,5-a]pyrazin-2-yl)methyl ((7-chloro-2-(2,6-dioxopiperidin-3-yl)-4-fluoro-3-oxoisoindolin-5-yl)methyl)carbamate